BrC1=CC2=C(OC(O2)=S)C=C1F 5-bromo-6-fluoro-1,3-benzodioxole-2-thione